[N+](=O)([O-])C1=CC=C(C=C1)NC(C(=C)C)=O N-4-Nitrophenylmethacrylamid